10-bromo-1,9-anthracenedicarboxylic anhydride BrC1=C2C=CC=C3C2=C(C2=CC=CC=C12)C(=O)OC3=O